BrC1=NN(C(=C1)C(=O)NC1(CC1)C(NCC)=O)C1=NC=CC=C1Br 3-bromo-1-(3-bromopyridin-2-yl)-N-(1-(ethylcarbamoyl)cyclopropyl)-1H-pyrazole-5-carboxamide